2-[2-[[5-(4-fluorophenyl)-6-isopropyl-1H-pyrazolo[4,3-g]isoquinolin-8-yl]oxy]-5-oxo-6-azaspiro[3.4]octan-6-yl]acetic acid FC1=CC=C(C=C1)C1=C(N=C(C2=CC3=C(C=C12)C=NN3)OC3CC1(C3)C(N(CC1)CC(=O)O)=O)C(C)C